S1C(=NC2=C1C=CC=C2)NC2=C(C=C(N=N2)N(C=2S(C(=CN2)C2CCN(CC2)S(=O)(=O)CC2=CC=CC=C2)C(=O)O)C)C 2-({6-[(1,3-benzothiazol-2-yl)amino]-5-methylpyridazin-3-yl}(methyl)amino)-5-(1-phenylmethanesulfonylpiperidin-4-yl)-1,3-thiazole-1-carboxylic acid